C1=CC=CC=2C3=CC=CC=C3C(C12)COC(=O)N[C@H](C(=O)NC=1C=C(N(C1)C)C(=O)NC=1N=C(N(C1)C)C(=O)OCC)CCN ethyl (S)-4-(4-(2-((((9H-fluoren-9-yl)methoxy)carbonyl) amino)-4-aminobutanamido)-1-methyl-1H-pyrrole-2-carboxamido)-1-methyl-1H-imidazole-2-carboxylate